C(C1CCCO1)C(COCCO)O tetrahydrofurfuryldiethylene glycol